CN\\1C2=CC=CC=C2S/C1=C\\C3=CC=[N+](C4=CC=CC=C34)C The molecule is a cationic C1 cyanine dye having 3-methylbenzothiazolium-2-yl and 1-methylquinolinium-4-yl substituents. It has a role as a fluorochrome. It is a cyanine dye, a benzothiazolium ion and a quinolinium ion.